FC1=CC=C2[C@@H](CN(C2=C1)C(=O)C=1C=C2CN(C(C2=CC1)=O)C1C(NC(CC1)=O)=O)C 3-(5-((S)-6-fluoro-3-methylindoline-1-carbonyl)-1-oxoisoindolin-2-yl)piperidine-2,6-dione